(S)-3-phenyl-2,3,4,5-tetrahydrobenzo[f][1,4]Oxazepin-8-carboxylic acid methyl ester COC(=O)C1=CC2=C(CN[C@H](CO2)C2=CC=CC=C2)C=C1